COC1=CC=C(CSC=2C(C(C2NCC2=CC=C(C=C2)C2=NOC(=N2)C(F)(F)F)=O)=O)C=C1 3-((4-methoxybenzyl)thio)-4-((4-(5-(trifluoromethyl)-1,2,4-oxadiazol-3-yl)benzyl)amino)cyclobut-3-ene-1,2-dione